O=C(CCC(=O)O)N1CCCCC1 4-oxo-4-(1-piperidyl)butanoic acid